COC1=C(C=CC(=C1)S(=O)(=O)C(C)C)[N+](=O)[O-] 2-methoxy-1-nitro-4-(propane-2-sulfonyl)benzene